C(C)C1=CC=C(C=C1)N1CC(CC1)C=1C(=C(C(=O)O)C=CC1)F 3-(1-(4-ethylphenyl)pyrrolidin-3-yl)-2-fluorobenzoic acid